2-(4,5-dichloro-6-oxopyridazin-1(6H)-yl)-N-(4-methyl-3-(2-phenylethylsulfonamido)phenyl)acetamide ClC=1C=NN(C(C1Cl)=O)CC(=O)NC1=CC(=C(C=C1)C)NS(=O)(=O)CCC1=CC=CC=C1